tert-Butyl methyl(2-(((2-oxo-2-((2'-oxo-1,1',2',3-tetrahydrospiro[indene-2,3'-pyrrolo[2,3-b]pyridin]-5-yl)amino)ethyl)amino)methyl) benzyl)carbamate CN(C(OC(C)(C)C)=O)CC1=C(C=CC=C1)CNCC(NC=1C=C2CC3(C(NC4=NC=CC=C43)=O)CC2=CC1)=O